tert-butyl 4-(7-(1-methyl-1H-pyrazol-4-yl)imidazo[1,2-a]pyridin-3-yl)-1,4-diazepane-1-carboxylate CN1N=CC(=C1)C1=CC=2N(C=C1)C(=CN2)N2CCN(CCC2)C(=O)OC(C)(C)C